OC=1C(=CC(=C(C1)NC(=O)C1=CNC2=CC=CC=C2C1=O)C(C)(C)C)C(C)(C)C N-(5-hydroxy-2,4-di-tert-butyl-phenyl)-4-oxo-1H-quinoline-3-carboxamide